OC1(CN(C1)C=O)C (3-hydroxy-3-methylazetidin-1-yl)methanone